C(C)(C)OC(=O)OCOP(=O)(OCOC(=O)OC(C)C)CO[C@@H](CN1C2=NC=NC(=C2N=C1)N)C 9-[(R)-2-[[bis[[(isopropoxycarbonyl)oxy]methoxy]phosphinyl]methoxy]propyl]adenine